2-[3-[3-(Difluoromethoxy)-4-[3-hydroxy-3-(trifluoromethyl)azetidine-1-carbonyl]-5-methoxy-phenyl]imidazo[1,2-a]pyridin-7-yl]-2-methyl-propionitrile FC(OC=1C=C(C=C(C1C(=O)N1CC(C1)(C(F)(F)F)O)OC)C1=CN=C2N1C=CC(=C2)C(C#N)(C)C)F